5-(2-amino-[1,2,4]triazolo[1,5-a]pyridin-7-yl)-3-(3-(4-fluorobenzyl)piperidine-1-carbonyl)-1-methylpyridin-2(1H)-one NC1=NN2C(C=C(C=C2)C=2C=C(C(N(C2)C)=O)C(=O)N2CC(CCC2)CC2=CC=C(C=C2)F)=N1